dioxo-1,3-thiazolidin O=C1NC(SC1)=O